1,1,1,3,3,3-hexafluoropropan-2-yl (±)-1-((6-(methylsulfonamido)pyridin-3-yl)carbamoyl)-6-azaspiro[2.5]octane-6-carboxylate CS(=O)(=O)NC1=CC=C(C=N1)NC(=O)[C@@H]1CC12CCN(CC2)C(=O)OC(C(F)(F)F)C(F)(F)F |r|